N1N=CC=2C1=CN=CC2C=2N=NN(C2)CC=2N=C1N(C=C(C=C1)CO)C2 {2-[(4-{1H-pyrazolo[3,4-c]pyridin-4-yl}-1H-1,2,3-triazol-1-yl)methyl]imidazo[1,2-a]pyridin-6-yl}methanol